4-((1-acetylpiperidin-4-ylmethoxy)phenyl)-2-oxo-6-(trifluoromethyl)-1,2-dihydropyridine-3-carboxamide C(C)(=O)N1CCC(CC1)COC1=C(C=CC=C1)C1=C(C(NC(=C1)C(F)(F)F)=O)C(=O)N